ClC1=CC(=C(C=C1)N(S(=O)(=O)C=1C=CC2=C(C(=C(O2)C(=O)OCC)C)C1)CC)CN(C(C1=C(C=CC=C1)Cl)=O)CC=1SC(=CC1)C ethyl 5-(N-(4-chloro-2-((2-chloro-N-((5-methylthiophene-2-yl) methyl) benzamido) methyl) phenyl)-N-ethylsulfamoyl)-3-methylbenzofuran-2-carboxylate